2-[Bis[3-(triethoxysilyl)propyl]amino]ethanol C(C)O[Si](CCCN(CCO)CCC[Si](OCC)(OCC)OCC)(OCC)OCC